6-(2-bromoacetyl)-5-(2-methoxyethoxy)-2-cyanopyridine BrCC(=O)C1=C(C=CC(=N1)C#N)OCCOC